N-(8,9-Difluoro-6-oxo-1,2,3,4,5,6-hexahydrobenzo[c][1,7]naphthyridin-1-yl)-7-fluoro-N-methyl-1H-indole-2-carboxamide FC=1C(=CC2=C(C(NC=3CNCC(C23)N(C(=O)C=2NC3=C(C=CC=C3C2)F)C)=O)C1)F